ClC1=C(C=C(C=C1)F)C1=CC=C(N=N1)NC1[C@@H]2CN(C[C@H]12)CC1=NN(C(=C1)C)C (1R,5S,6s)-N-[6-(2-chloro-5-fluoro-phenyl)pyridazin-3-yl]-3-[(1,5-dimethylpyrazol-3-yl)methyl]-3-azabicyclo[3.1.0]hexan-6-amine